7-(2-fluorophenyl)-4-((2S)-2-methyl-4-(2-propenoyl)-1-piperazinyl)-1-(2-(2-propanyl)phenyl)-1,8-naphthyridin FC1=C(C=CC=C1)C1=CC=C2C(=CCN(C2=N1)C1=C(C=CC=C1)C(C)C)N1[C@H](CN(CC1)C(C=C)=O)C